2,4,6-triphenylthiopyridine tetrafluoroborate F[B-](F)(F)F.C1(=CC=CC=C1)SC1=NC(=CC(=C1)SC1=CC=CC=C1)SC1=CC=CC=C1